methyl 4-[4-[[(4S)-8-chlorochroman-4-yl]carbamoylamino]thiazol-2-yl]-2-methoxy-benzoate ClC=1C=CC=C2[C@H](CCOC12)NC(=O)NC=1N=C(SC1)C1=CC(=C(C(=O)OC)C=C1)OC